(R)-(1-(((3-(2-cyano-3-(ethyl(tetrahydro-2H-pyran-4-yl)amino)-3-oxoprop-1-en-1-yl)phenethoxy)carbonyl)amino)-2-(p-tolyl)ethyl)boronic acid C(#N)C(=CC=1C=C(CCOC(=O)N[C@@H](CC2=CC=C(C=C2)C)B(O)O)C=CC1)C(=O)N(C1CCOCC1)CC